5-(3-thienoyl)amino-3-(1-(sec-butyl)piperidin-4-yl)-1H-indole S1C=C(C=C1)C(=O)NC=1C=C2C(=CNC2=CC1)C1CCN(CC1)C(C)CC